lithium 4-(((1-methylcyclopropyl)amino)methyl)thieno[2,3-b]pyridine-6-carboxylate CC1(CC1)NCC1=C2C(=NC(=C1)C(=O)[O-])SC=C2.[Li+]